2-fluoro-3-(1-methylpyrrolidin-2-yl)acrylamide FC(C(=O)N)=CC1N(CCC1)C